3-(1,3-benzodioxol-5-yl)-5-(1-Imidazol-1-ylmethyl)-1,2,4-oxadiazole O1COC2=C1C=CC(=C2)C2=NOC(=N2)CN2C=NC=C2